C(C1=CC=CC=C1)OC1=CC2=C(N(C(=N2)C2=CC(=CC=C2)OC)CC2=CC=C(C=C2)Cl)C=C1 5-(Benzyloxy)-1-(4-Chlorobenzyl)-2-(3-Methoxyphenyl)-1H-Benzo[d]imidazole